N1=C(OC(C2=C1C=CC=C2)=O)C2=CC(=CC1=C(C=CC=C21)C2=NC1=C(C(O2)=O)C=CC=C1)C1=NC2=C(C(O1)=O)C=CC=C2 1,3,5-tris(3,1-benzoxazin-4-on-2-yl)naphthalene